(E)-N'-(1-(naphthalen-2-yl)ethylidene)cyclopropanecarbohydrazide C1=C(C=CC2=CC=CC=C12)\C(\C)=N\NC(=O)C1CC1